The molecule is an organochlorine pesticide having a 3,6-dichlorinated picolinic acid structure. It has a role as a herbicide. It is a member of pyridines and an organochlorine pesticide. It derives from a picolinic acid. C1=CC(=NC(=C1Cl)C(=O)O)Cl